4-((3-(8-(((3S,4R)-3-fluoropiperidin-4-yl)amino)-3-((trifluoromethyl)thio)imidazo[1,2-a]pyridin-2-yl)prop-2-yn-1-yl)amino)-3-methoxy-N-methylbenzamide F[C@H]1CNCC[C@H]1NC=1C=2N(C=CC1)C(=C(N2)C#CCNC2=C(C=C(C(=O)NC)C=C2)OC)SC(F)(F)F